C(C)(C)(C)OOC(CCC(C(=O)[O-])CC)C 5-t-butylperoxy-2-ethylhexanoate